2-methoxy-3-(1-Methyl-1,2,3,6-tetrahydropyridin-4-yl)-6-nitroaniline COC1=C(N)C(=CC=C1C=1CCN(CC1)C)[N+](=O)[O-]